nitro-tert-butoxycarbonylglycine [N+](=O)([O-])N(CC(=O)O)C(=O)OC(C)(C)C